CC1=CC=C2CCN(C(C2=C1)C1=CC=CC=C1)C(CCC(=O)NCC1=NC=CC=C1)=O 4-(7-Methyl-1-phenyl-3,4-dihydro-1H-isoquinolin-2-yl)-4-oxo-N-(2-pyridylmethyl)butyric acid amide